C1(CC1)C1=C(C(=NO1)C1=C(C=CC=C1Cl)Cl)COC=1C=C2C=CC(=CC2=CC1)OC1=C(C(=O)O)C=CN=C1 3-((6-((5-cyclopropyl-3-(2,6-dichlorophenyl)isoxazol-4-yl)methoxy)naphthalen-2-yl)oxy)isonicotinic acid